C12CNCC(CCC1)N2C(=O)OC(C)(C)C Tert-butyl 3,9-diazabicyclo[3.3.1]nonane-9-carboxylate